COC=1C=C2C(=NC1C=1C(=C(C=CC1)CC#N)C)C(=NN2)C=2C=NN(C2)C 2-(3-(6-Methoxy-3-(1-methyl-1H-pyrazol-4-yl)-1H-pyrazolo[4,3-b]pyridin-5-yl)-2-methylphenyl)acetonitrile